OC(C=CCCCCCCCC(=O)O)CC 11-hydroxy-9-tridecenoic acid